C(C)(=O)C1C(=O)OCC1 2-acetylbutyrolactone